C[C@@H]1N(C[C@H](N(C1)[C@@H](C)C=1C=C2N=CC=NC2=CC1)C)C=1C=2C(NC(C1)=O)=CNN2 7-((2S,5r)-2,5-dimethyl-4-((S)-1-(quinoxalin-6-yl)ethyl)piperazin-1-yl)-2,4-dihydro-5H-pyrazolo[4,3-b]Pyridin-5-one